BrC=1SC(=NN1)CBr 2-bromo-5-(bromomethyl)-1,3,4-thiadiazole